N[C@@H](C)C(=O)OC(CCCCCCCCC)CCCCCCCCC Nonadecan-10-yl L-alaninate